2-(2-(5-cyano-2-methoxybenzoyl)hydrazino)-2-oxoacetic acid ethyl ester C(C)OC(C(=O)NNC(C1=C(C=CC(=C1)C#N)OC)=O)=O